CC1=CC(=NC(N1)=O)N 6-methylcytosine